2-FORMYL-5-METHYLPHENYLBORONIC ACID C(=O)C1=C(C=C(C=C1)C)B(O)O